OC1=C(C=CC(=C1)C(F)(F)F)C1=C2C(=C(N=N1)NCC1CCC(N1)=O)N=CC=C2 5-[[[5-[2-hydroxy-4-(trifluoromethyl)phenyl]pyrido[2,3-d]pyridazin-8-yl]amino]methyl]pyrrolidin-2-one